FC(C1=NN=C(O1)C1=CC=2N(C=C1)C=C(N2)CN(C(=O)C2CCN(CC2)C(=O)OC)C2=CC(=CC=C2)F)F methyl 4-(((7-(5-(difluoromethyl)-1,3,4-oxadiazol-2-yl)imidazo[1,2-a]pyridin-2-yl)methyl) (3-fluorophenyl)carbamoyl)piperidine-1-carboxylate